C(C)(=O)N[C@@H]1CC[C@H](CC1)NC(C1=CC=C(C=C1)C1=NC=CC2=C1C=CO2)=O N-(trans-4-acetamidocyclohexyl)-4-(furo[3,2-c]pyridin-4-yl)benzamide